ClC1=C(C=CC=C1)S(=O)(=O)NC1=C(C(=C(OC2=NC=CC=C2C2=NC(=NC=C2)N[C@@H]2CN(CCC2)C(=O)OC(C)(C)C)C=C1)C)C tert-Butyl (S)-3-((4-(2-(4-((2-chlorophenyl)sulfonamido)-2,3-dimethylphenoxy)pyridin-3-yl)pyrimidin-2-yl)amino)piperidine-1-carboxylate